1-cyclobutyl-N-((6-((4-(5-methoxypyridin-3-yl)-1H-1,2,3-triazol-1-yl)methyl)-1H-indol-2-yl)methyl)methylamine C1(CCC1)CNCC=1NC2=CC(=CC=C2C1)CN1N=NC(=C1)C=1C=NC=C(C1)OC